Tert-amylimino-tris(dimethylamino)niobium C(C)(C)(CC)N=[Nb](N(C)C)(N(C)C)N(C)C